FC(C=1C=C(C=CC1)C=1C=C(OC1)C(=O)O)(F)F 4-(3-(trifluoromethyl)phenyl)furan-2-carboxylic acid